4-[(2S,5r)-4-[(4-chlorophenyl)(2-ethyl-4-fluorophenyl)methyl]-2,5-dimethylpiperazin-1-yl]-6-methoxy-1-methyl-1,2-dihydro-1,5-naphthyridin-2-one ClC1=CC=C(C=C1)C(N1C[C@@H](N(C[C@H]1C)C1=CC(N(C2=CC=C(N=C12)OC)C)=O)C)C1=C(C=C(C=C1)F)CC